5-(4-chlorophenyl)-4-(2,4-dichlorophenyl)-2,6-bis(1-methylethoxy)pyrimidine ClC1=CC=C(C=C1)C=1C(=NC(=NC1OC(C)C)OC(C)C)C1=C(C=C(C=C1)Cl)Cl